5-Chloro-2-(4-isopropyl-3-methoxyphenyl)benzoxazole ClC=1C=CC2=C(N=C(O2)C2=CC(=C(C=C2)C(C)C)OC)C1